N-(1-(4-(1,1-difluoroethyl)pyrimidin-2-yl)-3-(4-methylpiperazin-1-yl)-1H-pyrrolo[3,2-c]pyridin-6-yl)acetamide FC(C)(F)C1=NC(=NC=C1)N1C=C(C=2C=NC(=CC21)NC(C)=O)N2CCN(CC2)C